C1(CC1)N1C=C(C(C2=CC(=C(N=C12)C1=CC=C(C=C1)S(NCCO)(=O)=O)F)=O)C(=O)O cyclopropyl-6-fluoro-7-(4-(N-(2-hydroxyethyl)sulfamoyl)phenyl)-4-oxo-1,4-dihydro-1,8-naphthyridine-3-carboxylic acid